2-(2-((3R,4R)-3-Amino-4-fluoropiperidin-1-yl)-5,6-difluoro-1H-benzo[d]imidazol-1-yl)-1-(6,7-dihydrothieno[3,2-c]pyridin-5(4H)-yl)ethan-1-on N[C@@H]1CN(CC[C@H]1F)C1=NC2=C(N1CC(=O)N1CC3=C(CC1)SC=C3)C=C(C(=C2)F)F